C(C)(C)(C)C=1C=C2NC=3C=C(C=CC3C(C2=CC1)(C)C)O 6-(tert-butyl)-9,9-dimethyl-9,10-dihydroacridin-3-ol